pyrrolo[1,2-a]quinoxaline compound with carbon dioxide C(=O)=O.C1=CC=C2N1C1=CC=CC=C1N=C2